C(C)(C)(C)C=1C=C(CC(C(=O)[O-])(C(=O)[O-])CCCC)C=C(C1O)C(C)(C)C 2-(3,5-di-t-butyl-4-hydroxybenzyl)-2-butylmalonate